(E)-1-(6-chloro-2-methylimidazo[1,2-b]pyridazin-3-yl)-3-(dimethylamino)prop-2-en-1-one ClC=1C=CC=2N(N1)C(=C(N2)C)C(\C=C\N(C)C)=O